CNC(O[C@@H]1CC[C@H](CC1)C(N(C[C@@H]1CC[C@H](CC1)C1=NC(=C(C=C1)OC)C)C1=CC(=CC=C1)C=1C=NC(=CC1)N(C)C)=O)=O trans-4-((3-(6-(Dimethylamino)pyridine-3-yl)phenyl)((trans-4-(5-methoxy-6-methylpyridin-2-yl)cyclohexyl)methyl)carbamoyl)cyclohexyl methylcarbamate